C(C)N(C=O)CC N,N-Diethyl-Formamide